C(=O)O.FC1=CC(C1)N1N=C(C(=C1)NC(=O)C=1N=C(SC1)C=1C=NNC1)C1=NC=CC=C1 N-(1-(3-fluorocyclobut-2-en-1-yl)-3-(pyridin-2-yl)-1H-pyrazol-4-yl)-2-(1H-pyrazol-4-yl)thiazole-4-carboxamide formate